N-(quinolin-8-yl)pyridine-3-sulfonamide N1=CC=CC2=CC=CC(=C12)NS(=O)(=O)C=1C=NC=CC1